C12(CC(C1)C2)NS(=O)(=O)C2=CC(=CC=C2)C(=O)N2CC1(C3=CC(=CC=C23)NS(=O)(=O)C)CCC(CC1)C(F)F N-(bicyclo[1.1.1]pentan-1-yl)-3-((1r,4r)-4-(difluoromethyl)-5'-(methylsulfonamido)spiro[cyclohexane-1,3'-indoline]-1'-carbonyl)benzenesulfonamide